NC[C@@H]1CN(CC1)C=1N=C(NC(C1Cl)=O)C1=CC(=NC=C1)F 4-[(3R)-3-(aminomethyl)pyrrolidin-1-yl]-5-chloro-2-(2-fluoro-4-pyridinyl)-1H-pyrimidin-6-one